OCC(C)=O 1-hydroxyl-propanone